C(=O)O.OCCN1C[C@@H](CCC1)NC1=NN=C(C2=CC=CC=C12)C1=C(C=C(C=C1)C(F)(F)F)O 2-[4-[[(3R)-1-(2-hydroxyethyl)-3-piperidinyl]amino]phthalazin-1-yl]-5-(trifluoromethyl)phenol formate salt